C[C@H](CCCC(C)C)[C@H]1CC[C@@H]2[C@@]1(CC[C@H]3[C@H]2CCC4=C3C=CC(=C4)O)C The molecule is a 3-hydroxy steroid that is 19-norcholesta-1,3,5(10)-triene substituted by a hydroxy group at position 3. It is isolated from Hainan soft coral Dendronephthya studeri. It has a role as a coral metabolite.